(2-ethoxyphenyl)-3-oxo-butanamide C(C)OC1=C(C=CC=C1)C(C(=O)N)C(C)=O